[I-].C[N+]1=C(C=CC=C1)Cl 1-methyl-2-chloropyridinium iodide